ClC=1C=C2C(=C(C=NC2=CC1)C=1CCN(CC1)C)NC1=C(C(=O)O)C=CC=C1 2-[[6-chloro-3-(1-methyl-3,6-dihydro-2H-pyridin-4-yl)-4-quinolyl]amino]benzoic acid